BrCCCCC1=CC=CC=2C3=CC=CC=C3N(C12)C1=CC=CC=C1 1-(4-bromobutyl)-9-phenyl-9H-carbazole